FC(C(=O)O)(F)F.NC=1C=2N(C=C(N1)C(=O)NC13CCC(CC1)(C3)O)C(=CN2)C2=C(C=CC(=C2)C(C(F)(F)F)(C(=O)N)O)C 8-Amino-3-(5-(3-amino-1,1,1-trifluoro-2-hydroxy-3-oxopropan-2-yl)-2-methylphenyl)-N-(4-hydroxybicyclo[2.2.1]heptan-1-yl)imidazo[1,2-a]pyrazine-6-carboxamide trifluoroacetate salt